N-((1r,4r)-4-(2-hydroxypropan-2-yl)cyclohexyl)-4-(1-methyl-1H-imidazol-5-yl)pyrimidine-2-carboxamide OC(C)(C)C1CCC(CC1)NC(=O)C1=NC=CC(=N1)C1=CN=CN1C